3-ethyl-5-(2-ethylbutyl)octadecane C(C)C(CC)CC(CCCCCCCCCCCCC)CC(CC)CC